(S)-N-Boc-2-aminocyclohexanone C(=O)(OC(C)(C)C)N[C@@H]1C(CCCC1)=O